BrC1=C2C[C@H]([C@H](C2=C(C=C1)S(=O)(=O)C)O)F (1S,2R)-4-bromo-2-fluoro-7-(methylsulfonyl)-2,3-dihydro-1H-inden-1-ol